N4-[2-(6-methyl-2-pyridyl)pyrimidin-4-yl]-N2-[1-(3-piperidyl)pyrazol-4-yl]pyrimidine-2,4-diamine CC1=CC=CC(=N1)C1=NC=CC(=N1)NC1=NC(=NC=C1)NC=1C=NN(C1)C1CNCCC1